CS(=O)(=O)OC[C@H]1CNC([C@]1(C)[C@H](C)C1=CC=C(C=C1)Br)=O [(3R,4R)-4-[(1R)-1-(4-bromophenyl)ethyl]-4-methyl-5-oxo-pyrrolidin-3-yl]methyl methanesulfonate